N-{phenyl-[4-(propan-2-yl)phenyl]methyl}pyrrolidine-2-carboxamide C1(=CC=CC=C1)C(NC(=O)C1NCCC1)C1=CC=C(C=C1)C(C)C